ClC1=NN(C(C=C1)=O)C(C(=O)OCC)(C)C ethyl 2-(3-chloro-6-oxopyridazin-1-yl)-2-methylpropionate